N(=NC=1C=CC=CC1)C=1C=CC=CC1 3,3'-azobenzene